3-bromo-1,1'-biphenyl-2',3',4',5',6'-d5 BrC=1C=C(C=CC1)C1=C(C(=C(C(=C1[2H])[2H])[2H])[2H])[2H]